C(C1=CC=CC=C1)OC1=CC(=NC(=C1C#N)C)[C@@H]1O[C@]([C@H]([C@H]1C1=C(C(=C(C=C1)F)F)OC)C)(C(F)(F)F)C 4-(benzyloxy)-6-((2R,3S,4S,5R)-3-(3,4-difluoro-2-methoxyphenyl)-4,5-dimethyl-5-(trifluoromethyl)tetrahydrofuran-2-yl)-2-methylnicotinonitrile